C(C)OCC12CNCC(CC1)N2C(=O)[O-] 1-(ethoxymethyl)-3,8-diazabicyclo[3.2.1]octane-8-carboxylate